FC1CN(C1)CCOC=1C=C(C=NC1)NC1=NC=C2C(=N1)C(OC=1C=C(C=CC12)N1C(CC[C@H]1C)=O)(C)C (5R)-1-[3-({5-[2-(3-fluoroazetidin-1-yl)ethoxy]pyridin-3-yl}amino)-5,5-dimethyl-5H-chromeno[3,4-d]pyrimidin-8-yl]-5-methylpyrrolidin-2-one